2-(4-bromo-2-pyridyl)-5-methyl-1,3,4-oxadiazole BrC1=CC(=NC=C1)C=1OC(=NN1)C